N-[2-(2-chlorophenyl)-2-methoxy-ethyl]-2-(1-naphthyl)acetamide ClC1=C(C=CC=C1)C(CNC(CC1=CC=CC2=CC=CC=C12)=O)OC